Ethyl 6-[3-(5-chloro-2-methoxypyridine-3-sulfonamido)-2,6-difluorophenyl]imidazo[1,5-a]pyrazine-1-carboxylate ClC=1C=C(C(=NC1)OC)S(=O)(=O)NC=1C(=C(C(=CC1)F)C=1N=CC=2N(C1)C=NC2C(=O)OCC)F